CN1CC(C1)NC1=NC(=CC(=C1)N)C(F)(F)F N2-(1-methylazetidin-3-yl)-6-(trifluoromethyl)pyridine-2,4-diamine